O=C1NC(=NO1)C=1C(=NC=CC1OCC(=O)N)NC1=CC=C(C=C1)C(F)(F)F 2-[[3-(5-oxo-4H-1,2,4-oxadiazol-3-yl)-2-[4-(trifluoromethyl)anilino]-4-pyridinyl]oxy]acetamide